ClC1=NC(=NC=C1C(F)(F)F)NC1=C(C=C(C=C1)N1CC2COCC(C1)N2C(=O)OC(C)(C)C)CC tert-butyl 7-(4-((4-chloro-5-(trifluoromethyl)pyrimidin-2-yl)amino)-3-ethylphenyl)-3-oxa-7,9-diazabicyclo[3.3.1]nonane-9-carboxylate